4,6-dichloro-2-methyl-3H-pyrrolo[3,4-c]pyridin-1-one ClC1=NC(=CC2=C1CN(C2=O)C)Cl